3,9-bis(p-nonylphenoxy)-2,4,8,10-tetraoxo-3,9-diphosphaspiro[5.5]undecane C(CCCCCCCC)C1=CC=C(OP2C(CC3(CC2=O)CC(P(C(C3)=O)OC3=CC=C(C=C3)CCCCCCCCC)=O)=O)C=C1